C1(=CC=CC=C1)C1=[Si](C2=CC3=CC=CC=C3N=C2C=C1)C1=CC=CC=C1 diphenyl-silaacridine